CC(C)([S@](=O)NCC1=NC=CC(=C1F)C1=CC(=CC2=C1SC=C2)COC2=C(C=CC=C2)CC(=O)OCC)C (-)-(S)-ethyl 2-(2-((7-(2-((1,1-dimethylethylsulfinamido)methyl)-3-fluoropyridin-4-yl)benzo[b]thiophen-5-yl)methoxy)phenyl)acetate